((3-(2-(3-(Carboxymethyl)phenyl)acetamido)-5-(trifluoromethyl)phenyl)carbamoyl)(3-((1R,4R)-4-((dimethylamino)methyl)cyclohexyl)-1,2,3-oxadiazol-3-ium-5-yl)amide C(=O)(O)CC=1C=C(C=CC1)CC(=O)NC=1C=C(C=C(C1)C(F)(F)F)NC(=O)[N-]C1=C[N+](=NO1)C1CCC(CC1)CN(C)C